ClC=1C=C2C(OC(C=3C=CC(=CC3C3=C(C=C(C(NS(C(C1O)=C2)(=O)=O)=C3)F)F)F)C)=O 13-Chloro-4,19,21-trifluoro-14-hydroxy-8-methyl-16,16-dioxo-9-oxa-16λ6-thia-17-azatetracyclo[16.3.1.111,15.02,7]tricosa-1(21),2(7),3,5,11,13,15(23),18(22),19-nonaen-10-one